3-[(3-chloro-2-methoxyphenyl)amino]-2-(2-[[(2S)-oxolan-2-ylmethyl]amino]pyrimidin-4-yl)-1H,5H,6H,7H-pyrrolo[3,2-c]pyridin-4-one ClC=1C(=C(C=CC1)NC1=C(NC2=C1C(NCC2)=O)C2=NC(=NC=C2)NC[C@H]2OCCC2)OC